(12R)-4,12-dimethyl-18-(oxan-2-yl)-7,13-dioxa-4,9,18,19,22-pentaazatetracyclo[12.5.2.12,5.017,20]docosa-1(19),2,5(22),14(21),15,17(20)-hexaen-8-one CN1C=C2C3=NN(C=4C=CC(O[C@@H](CCNC(OCC1=N2)=O)C)=CC34)C3OCCCC3